2-chloro-7-methyl-4-(2-(methylsulfonyl)phenoxy)-7H-pyrrolo[2,3-d]pyrimidine ClC=1N=C(C2=C(N1)N(C=C2)C)OC2=C(C=CC=C2)S(=O)(=O)C